methyl 4-[3-[3-(2-hydroxyethyl)-2-oxo-imidazolidin-1-yl]-4-nitro-pyrazol-1-yl]benzoate OCCN1C(N(CC1)C1=NN(C=C1[N+](=O)[O-])C1=CC=C(C(=O)OC)C=C1)=O